S1C2=C(C=C1)C(=CC=C2)N2CCN(CC2)CCCCOC2=CC=C1C=CC(NC1=C2)=O 7-(4-(4-benzo[b]thiophene-4-yl-piperazine-1-yl)butoxy)-1H-quinolin-2-one